tert-butyl (1-(6-bromopyridin-2-yl)cyclobutyl)carbamate BrC1=CC=CC(=N1)C1(CCC1)NC(OC(C)(C)C)=O